BrC1=NC=CC=C1OC[C@@H](O)C1=CC=C(C=C1)Cl (S)-2-((2-bromopyridin-3-yl)oxy)-1-(4-chlorophenyl)ethan-1-ol